1-[4-[(4,5-dichloro-2-methoxyphenyl)(methylamino)methyl]piperidin-1-yl]ethan-1-one ClC1=CC(=C(C=C1Cl)C(C1CCN(CC1)C(C)=O)NC)OC